CN1C2=C(OCC1)C(=CC=C2)C2=NC1=CC(=NC=C1C=C2)CNC(=O)C=2C=CC1=C(S(CCOC1)(=O)=O)C2 N-((2-(4-methyl-3,4-dihydro-2H-benzo[b][1,4]oxazin-8-yl)-1,6-naphthyridin-7-yl)methyl)-3,5-dihydro-2H-benzo[e][1,4]oxathiepine-8-carboxamide 1,1-dioxide